FC(C1=CC=C(CCBr)C=C1)(F)F 4-(trifluoromethyl)phenethyl bromide